FC(C1=CC(=NN1)C=1C(=NC=CC1)C)F 3-(5-(difluoromethyl)-1H-pyrazol-3-yl)-2-methylpyridine